5-(5-(2-((4-methylmorpholin-2-yl)methoxy)phenyl)isoxazol-3-ylamino)pyrazine-2-carbonitrile CN1CC(OCC1)COC1=C(C=CC=C1)C1=CC(=NO1)NC=1N=CC(=NC1)C#N